C(C)(C)NC([O-])=O (Isopropyl)Carbamate